(±)-3-(4-(2-Amino-6-methylpyrimidin-4-yl)-1,4-oxazepan-3-yl)-4-chloro-N,N-dimethylbenzamide NC1=NC(=CC(=N1)N1[C@@H](COCCC1)C=1C=C(C(=O)N(C)C)C=CC1Cl)C |r|